(S)-3-fluoro-2,2-dimethyl-5-(4,4,5,5-tetramethyl-1,3,2-dioxaborolan-2-yl)-2,3-dihydrobenzo[b]thiophene-1,1-dioxide F[C@H]1C2=C(S(C1(C)C)(=O)=O)C=CC(=C2)B2OC(C(O2)(C)C)(C)C